3-(3,5-dichloro-4-((6-chloro-5-isopropylpyridazin-3-yl)oxy)phenyl)-1,2,4-oxadiazol-5(4H)-one ClC=1C=C(C=C(C1OC=1N=NC(=C(C1)C(C)C)Cl)Cl)C1=NOC(N1)=O